C(C)(=O)NC(C(=O)O)C1(CCC(CC1)NC(CCCC1=NC=2NCCCC2C=C1)=O)O 2-acetamido-2-(1-hydroxy-4-(4-(5,6,7,8-tetrahydro-1,8-naphthyridin-2-yl)butanamido)cyclohexyl)acetic acid